diethylene glycol dimethacrylate isophthalate C(C1=CC(C(=O)O)=CC=C1)(=O)O.C(C(=C)C)(=O)O.C(C(=C)C)(=O)O.C(COCCO)O